CO[Si](OC)(OC)C(C(N=CCCC)(C)C)C Trimethoxysilyldimethyl-butylidenepropylamine